O=C1CC[C@@H](N1C(=O)OC(C)(C)C)C(=O)OC 1-(tert-butyl) 2-methyl (R)-5-oxopyrrolidine-1,2-dicarboxylate